COC(=O)[C@H]1O[C@]([C@H]([C@H]1C1=C(C(=C(C(=C1)OCC1=CC=CC=C1)F)F)OC)C)(C(F)(F)F)C (2s,3s,4s,5r)-3-(5-(benzyloxy)-3,4-difluoro-2-methoxyphenyl)-4,5-dimethyl-5-(trifluoromethyl)tetrahydrofuran-2-carboxylic acid methyl ester